[Pd](Cl)Cl.C1(=CC=CC=C1)P(C1=CC=CC=C1)C1=CC=CC=C1.C1(=CC=CC=C1)P(C1=CC=CC=C1)C1=CC=CC=C1 bis(triphenylphosphine) palladium (ii) dichloride